1,3-dimethoxy-5-pentyl-benzene COC1=CC(=CC(=C1)CCCCC)OC